N1C(=NC2=C1C=CC=C2)C2=CC(=NN2)NC(=O)C=2C=NC(=CC2)N2C[C@@H]([C@H](C2)O)O N-[5-(1H-benzimidazol-2-yl)-1H-pyrazol-3-yl]-6-[(3S,4S)-3,4-dihydroxypyrrolidin-1-yl]pyridine-3-carboxamide